iso-nonadecane CCCCCCCCCCCCCCCCC(C)C